FC1=C(N)C=CC(=C1)S(=O)(=O)C 2-fluoro-4-(methylsulfonyl)aniline